O=C1N(CC2=CC(=CC=C12)C1=NC=CC(=C1)CN1CCCC1)C1C(NC(CC1)=O)=O 3-(1-oxo-5-(4-(pyrrolidin-1-ylmethyl)pyridin-2-yl)isoindolin-2-yl)piperidine-2,6-dione